COC=CC=1C=C(C(=O)NC2=CC=CC=C2)C=CC1 3-(2-methoxyvinyl)-N-phenylbenzamide